6-Chloro-3-[(1R)-1-[3,6-dimethyl-2-(2-methyl-1-oxo-3,4-dihydroisoquinolin-7-yl)-4-oxo-chromen-8-yl]ethoxy]pyridine-2-carboxamide ClC1=CC=C(C(=N1)C(=O)N)O[C@H](C)C=1C=C(C=C2C(C(=C(OC12)C1=CC=C2CCN(C(C2=C1)=O)C)C)=O)C